2-(4-fluoro-3-nitrophenyl)acetic acid FC1=C(C=C(C=C1)CC(=O)O)[N+](=O)[O-]